BrC=1C=C(OC2=CC=3N(C4=CC=CC=C4C3C=C2)C2=NC=CC(=C2)C(C)(C)C)C=CC1 2-(3-bromophenoxy)-9-(4-t-butylpyridin-2-yl)-9H-carbazole